C(CC(O)(C(=O)OCC(CCCC)CC)CC(=O)OCC(CCCC)CC)(=O)OCC(CCCC)CC tri-(2-ethylhexyl) citrate